2-fluoro-1'-(3-(5-fluoro-4-hydroxy-7H-pyrrolo[2,3-d]pyrimidin-2-yl)cyclopent-2-en-1-yl)-N-methyl-1',2',3',6'-tetrahydro-[3,4'-bipyridine]-6-carboxamide FC1=NC(=CC=C1C=1CCN(CC1)C1C=C(CC1)C=1N=C(C2=C(N1)NC=C2F)O)C(=O)NC